N2-(4-Bromo-3,5-difluorophenyl)-5-chloro-N4-(2-(isopropylsulfonyl)phenyl)pyrimidine-2,4-diamine BrC1=C(C=C(C=C1F)NC1=NC=C(C(=N1)NC1=C(C=CC=C1)S(=O)(=O)C(C)C)Cl)F